CC1=CC=CC=2N(C3=CC=C(C=C3N(C12)C)OC1=CC=CC=C1)C 1,5,10-trimethyl-8-phenoxy-5,10-dihydrophenazine